C(=C)C1=CC=C(C=C1)CCC[Si](OC)(OC)OC 3-(4-vinylphenyl)propyltrimethoxysilane